ClC1=C(C(=C(C=C1OC)OC)Cl)C1CCC=2C(=NNC2C1)C1=C(C=NN1C)NC(C(=C)C)=O N-(5-(6-(2,6-dichloro-3,5-dimethoxyphenyl)-4,5,6,7-tetrahydro-1H-indazol-3-yl)-1-methyl-1H-pyrazol-4-yl)methacrylamide